2-methoxy-6-isopropylpyrazine COC1=NC(=CN=C1)C(C)C